4-(dimethylamino)-2-methylbutanoyl chloride CN(CCC(C(=O)Cl)C)C